4-{2'-ethoxy-[2,3'-bipyridyl]-5-yl}-1-[2-fluoro-4-(trifluoromethyl)phenyl]piperidine-4-carboxylic acid C(C)OC1=NC=CC=C1C1=NC=C(C=C1)C1(CCN(CC1)C1=C(C=C(C=C1)C(F)(F)F)F)C(=O)O